6-(2-thienyl)-6H-indeno[1,2-c]isoquinoline S1C(=CC=C1)N1C=C2C=CC=CC2=C2C1=C1C=CC=CC1=C2